C(C)(C)(C)OC(=O)N1C(CCCC1)CC#N 2-(cyanomethyl)piperidine-1-carboxylic acid tert-butyl ester